C(C)(C)(C)C1=CC(=NC=C1)OC1=C(C=CC=C1)/C(/C(=O)OC)=C\OC methyl (E)-2-[2-(4-tert-butyl-pyridin-2-yloxy) phenyl]-3-methoxypropenoate